4-[(2E,3R)-4-amino-2-(fluoromethylene)-3-methoxy-butoxy]-N-tert-butyl-benzoylAmine hydrochloride Cl.NC[C@@H](/C(/COC1=CC=C(C(=O)NC(C)(C)C)C=C1)=C/F)OC